8-(1-(azetidin-3-yl)-1H-pyrazol-4-yl)-7-chloro-2-((2R,4S)-2-(2,5-difluorophenyl)-4-fluoropyrrolidin-1-yl)-1,5-naphthyridine N1CC(C1)N1N=CC(=C1)C=1C(=CN=C2C=CC(=NC12)N1[C@H](C[C@@H](C1)F)C1=C(C=CC(=C1)F)F)Cl